1-(4-(4-morpholinyl-6-(5-(morpholinomethyl)thiophen-2-yl)-1,3,5-triazin-2-yl)phenyl)-3-(pyridin-2-yl)urea N1(CCOCC1)C1=NC(=NC(=N1)C=1SC(=CC1)CN1CCOCC1)C1=CC=C(C=C1)NC(=O)NC1=NC=CC=C1